5-((1-isopropyl-3-methyl-3-(4-(trifluoromethoxy)phenyl)ureido)methyl)pyrazolo[1,5-a]pyridine-3-carboxylic acid C(C)(C)N(C(=O)N(C1=CC=C(C=C1)OC(F)(F)F)C)CC1=CC=2N(C=C1)N=CC2C(=O)O